C1(CC1)C=1C=C2C=CNC(C2=C(C1)F)=O 6-cyclopropyl-8-fluoro-isoquinolin-1(2H)-one